Cl.NC(C(=O)NC1=C(C=C(C=C1)C1=NC(=CN=C1)OCC)F)C=1N=C(SC1)NS(=O)(=O)C1CC1 2-amino-2-(2-(cyclopropanesulfonylamino)thiazol-4-yl)-N-(4-(6-ethoxypyrazin-2-yl)-2-fluorophenyl)acetamide hydrochloride